COC1=C(C=C(C=C1)OC)NC(N(C)C1=CC=2OC(C(=CC2S1)C(=O)OC)=O)=O methyl 2-(3-(2,5-dimethoxyphenyl)-1-methylureido)-5-oxo-5H-thieno[3,2-b]pyran-6-carboxylate